21-(acryloyloxy)heneicosanyl methacrylate C(C(=C)C)(=O)OCCCCCCCCCCCCCCCCCCCCCOC(C=C)=O